(S)-2-(1-acryloyl-4-(2-((1-aminocyclopentyl)methoxy)-7-(8-chloronaphthalen-1-yl)-5,6,7,8-tetrahydropyrido[3,4-d]pyrimidin-4-yl)piperazin-2-yl)acetonitrile C(C=C)(=O)N1[C@H](CN(CC1)C=1C2=C(N=C(N1)OCC1(CCCC1)N)CN(CC2)C2=CC=CC1=CC=CC(=C21)Cl)CC#N